CC=1SC2=C(N1)C=C(C(=C2)NC2=NC=C1N(C(N(C1=N2)C2CCSCC2)=O)C)C 2-((2,5-dimethylbenzo[d]thiazol-6-yl)amino)-7-methyl-9-(tetrahydro-2H-thiopyran-4-yl)-7,9-dihydro-8H-purin-8-one